N-(2-Cyano-3-((2,3-dihydroimidazo[1,2-c]quinazolin-9-yl)oxy)-4-fluorophenyl)propane-1-sulfonamide C(#N)C1=C(C=CC(=C1OC1=CC=2C=3N(C=NC2C=C1)CCN3)F)NS(=O)(=O)CCC